ClC=1C=C(C[C@@H]2CNCC(CO[C@H](CO[C@@H](C/C=C/CN2)[C@H](C)\C=C\C=2C=NN(C2)C)CC(C)C)(C)C)C=CC1OC (3S,10R,16S,E)-10-(3-chloro-4-methoxybenzyl)-3-isobutyl-6,6-dimethyl-16-((R,E)-4-(1-methyl-1H-pyrazol-4-yl)but-3-en-2-yl)-1,4-dioxa-8,11-diazacyclohexadec-13-ene